C(CCCC)NCCCCC Diamylamine